FC(C(=O)O)(F)F.CN1N=NC2=C1C=CC(=C2C)[C@H](CC(=O)O)C2=CC(=C(C=C2)C)CN2CC(OC1=C(C2)C=CC=C1)CC (3R)-3-(1,4-Dimethyl-1H-benzo[d][1,2,3]triazol-5-yl)-3-(3-((2-ethyl-2,3-dihydrobenzo[f][1,4]oxazepin-4(5H)-yl)methyl)-4-methylphenyl)propanoic acid, trifluoroacetic acid salt